C(C)(C)(C)OC(=O)CC(C(=O)O)N 3-tert-butoxycarbonyl-amino-propionic acid